FC1=C(C(=CN(C1=O)CC1=C(C(=NC=C1)NS(NC)(=O)=O)F)C(=O)N)NC1=C(C=C(C=C1)SC)F 5-Fluoro-1-[[3-Fluoro-2-(methylsulfamoylamino)Pyridine-4-yl]Methyl]-4-(2-Fluoro-4-methylsulfanylanilino)-6-oxopyridine-3-Carboxamide